C(CCCCCCCCCCC(=O)OCCCCCCCCCCCC)(=O)OCCCCCCCCCC n-decyl (n-dodecyl) dodecanedioate